2-[5-[4-[4-[(2,6-difluorophenyl)methyl]-5-oxo-1,2,4-triazol-1-yl]-2-fluoro-phenoxy]-4-methyl-thiazol-2-yl]acetonitrile FC1=C(C(=CC=C1)F)CN1C=NN(C1=O)C1=CC(=C(OC2=C(N=C(S2)CC#N)C)C=C1)F